2-((1-methyl-1H-pyrazol-3-yl)amino)-N-(4-phenylpyridin-3-yl)pyrimidine-4-carboxamide CN1N=C(C=C1)NC1=NC=CC(=N1)C(=O)NC=1C=NC=CC1C1=CC=CC=C1